OCCN(CCO)C N,N-bis(β-hydroxyethyl)Methylamine